copper (II) perchlorate Cl(=O)(=O)(=O)[O-].[Cu+2].Cl(=O)(=O)(=O)[O-]